ClC1=CC(=C(C=C1Cl)N)N 4,5-dichlorophenylenediamine